N-(2-(piperazin-1-yl)-5-(trifluoromethyl)phenyl)pyrimidin-2-amine N1(CCNCC1)C1=C(C=C(C=C1)C(F)(F)F)NC1=NC=CC=N1